CC1CC2=C(N=C(N=C2C2COCC2)N2CCOCC2)N1C1=CC=NC=C1 4-(6-methyl-7-(pyridin-4-yl)-4-(tetrahydrofuran-3-yl)-6,7-dihydro-5H-pyrrolo[2,3-d]pyrimidin-2-yl)morpholine